C1(=CC=CC=C1)S(=O)(=O)C1(C(CC(CC1)C)C)C(=O)O 1-benzenesulfonyl-2,4-dimethylcyclohexanecarboxylic acid